BrC1=C2CN(C(C2=CC=C1)=O)N1C(CCCC1=O)=O (4-bromo-1-oxoisoindol-2-yl)piperidine-2,6-dione